2'-methoxybiphenyl COC1=C(C=CC=C1)C1=CC=CC=C1